FC=1C=CC(=C(C(=O)NCC2=CC=C(C(=O)OC)C=C2)C1)OC methyl 4-((5-fluoro-2-methoxybenzamido)methyl)benzoate